CS(=O)(=O)N1CCN(CC1)CCS(=O)(=O)N 2-(4-(methylsulfonyl)piperazin-1-yl)ethane-1-sulfonamide